3-(4-fluoro-1-oxo-6-(((5-(spiro[3.3]heptan-2-yl)-1,3,4-oxadiazol-2-yl)amino)methyl)isoindolin-2-yl)-1-((2-(trimethylsilyl)ethoxy)methyl)piperidine-2,6-dione FC1=C2CN(C(C2=CC(=C1)CNC=1OC(=NN1)C1CC2(C1)CCC2)=O)C2C(N(C(CC2)=O)COCC[Si](C)(C)C)=O